FC1=C(C=O)C=C(C=C1F)C 2,3-DIFLUORO-5-METHYLBENZALDEHYDE